C1(CCCCCC1)[C@@H](C(=O)NC1=C(C=C(C=C1)[C@@H]([C@H](C(=O)N1CCS(CC1)(=O)=O)NC(CC)=O)C)F)NC(=O)C1=CC=NN1CC N-[(2R,3S)-3-{4-[(2S)-2-cycloheptyl-2-[(1-ethyl-1H-pyrazol-5-yl)formamido]acetamido]-3-fluorophenyl}-1-(1,1-dioxo-1λ6-thiomorpholin-4-yl)-1-oxobutan-2-yl]propanamide